5-(1H-imidazol-4-yl)-3-methyl-1-(3,3,3-trifluoropropyl)-1H-pyrazole N1C=NC(=C1)C1=CC(=NN1CCC(F)(F)F)C